(S)-4-(5-Acetyl-1-methyl-1H-1,2,4-triazol-3-yl)-N-(5-chloro-3-methyl-1H-pyrazol-4-yl)-5-fluoro-2-((1,1,1-trifluoropropan-2-yl)oxy)benzamide C(C)(=O)C1=NC(=NN1C)C1=CC(=C(C(=O)NC=2C(=NNC2Cl)C)C=C1F)O[C@H](C(F)(F)F)C